C=1N=CN2C1C1=CC=CC=C1[C@H]2[C@@H]2C1(CC1)C[C@@H]2O (4S,5S)-4-((R)-5H-Imidazo[5,1-a]isoindol-5-yl)spiro[2.3]hexan-5-ol